6,7,10,11-tetra(hexyloxy)-3-methyl-2-hydroxybenztriphenylene C(CCCCC)OC=1C=C2C=3C=C(C(=CC3C3=C4C(=C(C=C3C2=CC1OCCCCCC)OCCCCCC)C(=CC=C4)OCCCCCC)O)C